N=1C(N=C2C1C=CC=C2)=O Benzoimidazolone